COC(COC=1C(=C(C=CC1)O)[N+](=O)[O-])(C)C (2-methoxy-2-methylpropyloxy)-2-nitrophenol